N(=[N+]=[N-])CC1=CC=CC(=N1)C(C#N)(C)C 2-(6-(azidomethyl)pyridin-2-yl)-2-methylpropionitrile